C(#C)C=1C(=NC=C(C1)N1CCCC1)C 3-ethynyl-2-methyl-5-(pyrrolidin-1-yl)pyridine